C(C)OC1=CC=C(C=C1)NC(C1=CC(=C(C(=C1)O)O)O)=O N-(4-ethoxyphenyl)-3,4,5-trihydroxybenzamide